ClC1=CC(=C(C=C1)C1OC(=C(C1=O)OS(=O)(=O)CC1=CC=CC=C1)N)F 2-(4-chloro-2-fluorophenyl)-4-[[phenylmethylsulfonyl]oxy]-5-amino-3(2H)-furanone